COC(=O)C12C(C(C1)(C2)C(=O)OC)C2=CC=C(C=C2)C(=O)OC 2-(4-(methoxycarbonyl)phenyl)bicyclo[1.1.1]Pentane-1,3-dicarboxylic acid dimethyl ester